2-[2-(3,4-Difluoro-2-formyl-phenoxy)-4-methyl-5-(trifluoromethyl)-3-pyridinyl]-4-oxo-1H-1,6-naphthyridine-5-carboxamide FC=1C(=C(OC2=NC=C(C(=C2C=2NC=3C=CN=C(C3C(C2)=O)C(=O)N)C)C(F)(F)F)C=CC1F)C=O